COC1=CC=C(C=C1)C(OC[C@@H]1[C@@H]([C@@H]([C@@H](O1)N1C(NC(C=C1)=O)=O)CC(=O)O)O)(C1=CC=CC=C1)C1=CC=C(C=C1)OC.OC1=CC=C(C=C1)C(C)(CCCCCCCC)C1=CC=C(C=C1)O 2,2-Bis(4-hydroxyphenyl)n-decane (2R,3S,4R,5R)-5-((bis(4-methoxyphenyl)(phenyl)methoxy)methyl)-2-(2,4-dioxo-3,4-dihydropyrimidin-1(2H)-yl)-4-hydroxytetrahydrofuran-3-yl-acetate